COC(=O)C1=C2C(=NC=C1C=1C=NN(C1C)CC13CC4CC(CC(C1)C4)C3)N(C=N2)C=2C=NC(=CC2)[N+](=O)[O-] 6-(1-(adamantan-1-ylmethyl)-5-methyl-1H-pyrazol-4-yl)-3-(6-nitropyridin-3-yl)-3H-imidazo[4,5-b]pyridine-7-carboxylic acid methyl ester